FC(C(=O)OCC)(C1=CC(=CC=C1)OC(F)(F)F)F ethyl 2,2-difluoro-2-(3-(trifluoromethoxy)phenyl)acetate